[Br-].C(C)N1C(NC2=CC(=CC=C2C1=S)C[P+](C1=CC=CC=C1)(C1=CC=CC=C1)C1=CC=CC=C1)=O ((3-ethyl-2-oxo-4-thioxo-1,2,3,4-tetrahydroquinazolin-7-yl)methyl)triphenylphosphonium bromide